C(C)OC(C(F)N1C(C=C(C(=C1)OC)C1=C(C=CC(=C1)Cl)N1N=NC(=C1)C(F)(F)F)=O)=O 2-(4-(5-chloro-2-(4-(trifluoromethyl)-1H-1,2,3-triazol-1-yl)phenyl)-5-methoxy-2-oxopyridin-1(2H)-yl)-2-fluoroacetic acid ethyl ester